(4aR,8aS)-6-(3-(5-((R or S)-3-(Trifluoromethyl)pyrrolidin-1-yl)pyridin-2-yl)azetidine-1-carbonyl)hexahydro-2H-pyrido[4,3-b][1,4]oxazin-3(4H)-one FC([C@H]1CN(CC1)C=1C=CC(=NC1)C1CN(C1)C(=O)N1C[C@@H]2[C@@H](OCC(N2)=O)CC1)(F)F |o1:2|